COCOC=1C=C(C=C(C1)OCOC)\C=C\C(\C=C\C1=CC(=CC(=C1)OCOC)OCOC)=O (1E,4E)-1,5-bis[3,5-bis(methoxymethoxy)phenyl]-1,4-pentadiene-3-one